(S)-2-((1-(1H-tetrazol-1-yl)propan-2-yl)oxy)-4-(2-chloropyrimidin-5-yl)benzonitrile N1(N=NN=C1)C[C@H](C)OC1=C(C#N)C=CC(=C1)C=1C=NC(=NC1)Cl